2-(2-chloro-3-fluorophenyl)-5-[1-(benzenesulfonyl)-1H-pyrrolo[2,3-b]pyridin-4-yl]-1H-pyrrole-3-carboxylic acid methyl ester COC(=O)C1=C(NC(=C1)C1=C2C(=NC=C1)N(C=C2)S(=O)(=O)C2=CC=CC=C2)C2=C(C(=CC=C2)F)Cl